COC1=CC=C(CN(C2=NC(=C(C=3N2N=C(N3)OCC3=NC(=CC=C3)C)Br)C=3C=C(C#N)C=CC3)CC3=CC=C(C=C3)OC)C=C1 3-(5-(bis(4-methoxybenzyl)amino)-8-bromo-2-((6-methylpyridin-2-yl)methoxy)-[1,2,4]triazolo[1,5-c]pyrimidin-7-yl)benzonitrile